NC1=C(C=2C(=NC=CN2)N1C1=C(C(=CC=C1C)O)C)C(=O)C=1NC2=C(C=CC=C2C1)OCC (6-amino-5-(3-hydroxy-2,6-dimethylphenyl)-5H-pyrrolo[2,3-b]pyrazin-7-yl)(7-ethoxy-1H-indol-2-yl)methanone